N1C(C2(C3=CC=CC=C13)C1CC(C2)C1)=O bicyclo[2.1.1]hexanspiro-2-oxindole